BrC1=CC=C(S1)C1(CN(CCO1)C(=O)OC(C)(C)C)C(F)(F)F tert-butyl 2-(5-bromothiophen-2-yl)-2-(trifluoromethyl)morpholine-4-carboxylate